N[C@H](C)C1(CCN(CC1)C=1C=CC2=CN(CN=C2C1)C1=C(C(=CC=C1)Cl)Cl)C (R)-7-(4-(1-aminoethyl)-4-methylpiperidin-1-yl)-3-(2,3-dichlorophenyl)quinazoline